[Si](C1=CC=CC=C1)(C1=CC=CC=C1)(C(C)(C)C)OC[C@]12CCCN2[C@@H](CC1)CCC=O 3-((3S,7aS)-7a-(((tert-butyldiphenylsilyl)oxy)methyl)hexahydro-1H-pyrrolizin-3-yl)propanal